CC=1N(C(=CC1)C)C1=NN2C(C(=C(C=C2)C2=NC(=CN=C2)C=2C=NN(C2)C(CC)C2=CC=C(C=C2)F)C)=N1 2-(2,5-dimethyl-1H-pyrrol-1-yl)-7-(6-(1-(1-(4-fluorophenyl)propyl)-1H-pyrazol-4-yl)pyrazin-2-yl)-8-methyl-[1,2,4]triazolo[1,5-a]pyridine